C(OCC(C)O)(OC1CC(CCC1C(C)C)C)=O 2-hydroxypropyl menthyl carbonate